N-(3-((5-(4-bromo-3-((2-(dimethylamino)ethyl)(methyl)amino)phenyl)-2-((1-methyl-1H-pyrazol-4-yl)amino)pyrimidin-4-yl)amino)-4-fluorophenyl)acrylamide BrC1=C(C=C(C=C1)C=1C(=NC(=NC1)NC=1C=NN(C1)C)NC=1C=C(C=CC1F)NC(C=C)=O)N(C)CCN(C)C